C(C1=CC=CC=C1)[C@H]1N(C(OC1)=O)C(CC)=O (R)-4-benzyl-3-propionyl-2-oxazolidinone